(Z)-1-(2-chloro-5-fluorophenyl)-N'-hydroxycyclopropane-1-carboximidamide ClC1=C(C=C(C=C1)F)C1(CC1)/C(/N)=N/O